C(CCCC)C1=C(C=CC(=C1)C)O 2-pentyl-4-methylphenol